2-[(5-bromopyrazolo[3,4-b]pyridin-1-yl)methoxy]ethyl-trimethylsilane BrC=1C=C2C(=NC1)N(N=C2)COCC[Si](C)(C)C